F[C@H]1CN(CC[C@H]1NC=1C=2N(C=CC1)C(=C(N2)C#CCNC=2C(=NC(=NC2)P(C)(C)=O)OC)SC(F)(F)F)C (5-((3-(8-(((3S,4R)-3-fluoro-1-methylpiperidin-4-yl)amino)-3-((trifluoromethyl)thio)imidazo[1,2-a]pyridin-2-yl)prop-2-yn-1-yl)amino)-4-methoxypyrimidin-2-yl)dimethylphosphine oxide